C1(CC1)C1=NN(C2=CN=CC=C21)[C@@H]2C[C@H](C2)CNC=2C=C1C(N(C(C1=CC2)=O)C2C(NC(CC2)=O)=O)=O 5-(((trans-3-(3-cyclopropyl-1H-pyrazolo[3,4-c]pyridin-1-yl)cyclobutyl)methyl)amino)-2-(2,6-dioxopiperidin-3-yl)isoindoline-1,3-dione